2-{[3-(1-amino-1-cyclopropylethyl)-1-[2-(dimethylamino)ethyl]pyrazolo[3,4-c]pyridine-5-yl]amino}-7,7-dimethyl-7,8-dihydro-5H-pyrano[4,3-b]pyridin-5-one NC(C)(C1CC1)C1=NN(C2=CN=C(C=C21)NC2=CC=C1C(=N2)CC(OC1=O)(C)C)CCN(C)C